BrC1=CC=C(C=C1)N(C(CNC1=NC(=C(C(=C1C#N)C)Cl)C)=O)C N-(4-bromophenyl)-2-(5-chloro-3-cyano-4,6-dimethylpyridin-2-ylamino)-N-methylacetamide